2-(6-((4-ethynylpyridin-2-yl)amino)-2-(pyridin-3-yl)pyrimidin-4-yl)-N-methyl-2-azaspiro[4.5]decane-7-carboxamide C(#C)C1=CC(=NC=C1)NC1=CC(=NC(=N1)C=1C=NC=CC1)N1CC2(CC1)CC(CCC2)C(=O)NC